N-((2E,4E)-5-(5-(dimethylamino)thiazol-2-yl)penta-2,4-dienoyl)-S-trityl-D-cysteine methyl ester COC([C@H](NC(\C=C\C=C\C=1SC(=CN1)N(C)C)=O)CSC(C1=CC=CC=C1)(C1=CC=CC=C1)C1=CC=CC=C1)=O